The molecule is an organic anion resulting from the deprotonation of the carbamic acid group of 1-carboxybiuret. It is a conjugate base of a 1-carboxybiuret. C(=O)(N)NC(=O)NC(=O)[O-]